tert-Butyl (S)-5-amino-4-(5-bromo-7-fluoro-4-hydroxy-1-oxoisoindolin-2-yl)-5-oxopentanoate NC([C@H](CCC(=O)OC(C)(C)C)N1C(C2=C(C=C(C(=C2C1)O)Br)F)=O)=O